(3r,4r)-4-(4-fluoro-2-hydroxy-anilino)-3-methyl-piperidine-1-carboxylic acid tert-butyl ester C(C)(C)(C)OC(=O)N1C[C@H]([C@@H](CC1)NC1=C(C=C(C=C1)F)O)C